C(C=C)C1=C(C=CC(=C1)C(F)(F)F)NC(C(C)(C)N1N=CC(=C1)C#CC1CN(C1)C=1C=C2C(N(C(C2=CC1)=O)C1C(NC(CC1)=O)=O)=O)=O N-(2-allyl-4-(trifluoromethyl)phenyl)-2-(4-((1-(2-(2,6-dioxopiperidin-3-yl)-1,3-dioxoisoindolin-5-yl)azetidin-3-yl)ethynyl)-1H-pyrazol-1-yl)-2-methylpropanamide